Cl.Cl.ClC=1C=C(C(=C(NC2=NN=C(O2)CC#N)C1)C)CN1C[C@@H](NCC1)C 2-[5-[5-chloro-2-methyl-3-[[(3S)-3-methylpiperazin-1-yl]methyl]anilino]-1,3,4-oxadiazol-2-yl]acetonitrile dihydrochloride